5-(1-tetrahydropyran-2-ylpyrazol-4-yl)benzene-1,3-diol O1C(CCCC1)N1N=CC(=C1)C=1C=C(C=C(C1)O)O